butyl N,N-dihydroxyethyl-3-aminopropionate ON(CC(C(=O)OCCCC)CC)O